(Z)-dodecan-9-en-1-yl acetate C(C)(=O)OCCCCCCCC\C=C/CC